COC(C1=NC(=C(C=C1)F)O)=O C5-fluoro-6-hydroxypicolinic acid methyl ester